6-[2-[6-(2-hexyldecanoyloxy)hexoxy]-3-hydroxy-propoxy]hexyl 2-hexyldecanoate C(CCCCC)C(C(=O)OCCCCCCOCC(CO)OCCCCCCOC(C(CCCCCCCC)CCCCCC)=O)CCCCCCCC